2-Methyl-4-[(5-nitrofuran-2-yl)methyl]-1-phenylpiperazine CC1N(CCN(C1)CC=1OC(=CC1)[N+](=O)[O-])C1=CC=CC=C1